furan-2-carboxamide hydrochloride Cl.O1C(=CC=C1)C(=O)N